FC(CN1N=NC2=C1C=C(C=C2)C2=CNC=1N=C(N=C(C12)OC)NC1CCC(CC1)OCCO)F 2-(((1s,4s)-4-((5-(1-(2,2-difluoroethyl)-1H-benzo[d][1,2,3]triazol-6-yl)-4-methoxy-7H-pyrrolo[2,3-d]pyrimidin-2-yl)amino)cyclohexyl)oxy)ethan-1-ol